C(C1=CC=CC=C1)S(=O)(=O)N1CC(C(CC1)(C1=CC(=CC=C1)OC([2H])([2H])[2H])OC(C1=CC=CC=C1)=O)CNC([2H])([2H])[2H] 1-(benzylsulfonyl)-4-(3-(methoxy-d3)phenyl)-3-(((methyl-d3)amino)methyl)piperidin-4-ylbenzoate